C(C)(=O)N[C@@H](CCCCN)C(=O)O [epsilone]-N-acetyl-lysine